C(C)(C)N(P(OCCC#N)OC1CCC(CC1)C(NC(CCC(NCC#C)=O)(CCC(NCC#C)=O)CCC(NCC#C)=O)=O)C(C)C 2-cyanoethyl ((1r,4r)-4-((1,7-dioxo-4-(3-oxo-3-(prop-2-yn-1-ylamino)propyl)-1,7-bis(prop-2-yn-1-ylamino)heptan-4-yl)carbamoyl)cyclohexyl) diisopropylphosphoramidite